4-Methoxy-5-(methoxymethyl)pyrazolo[1,5-a]pyridin-3-amine COC=1C=2N(C=CC1COC)N=CC2N